methyl (2R)-2-{[4-chloro-5-iodo-1-(pyridin-2-yl)-1H-pyrazol-3-yl]oxy}propanoate ClC=1C(=NN(C1I)C1=NC=CC=C1)O[C@@H](C(=O)OC)C